NC1=CC(=C(C(=N1)C)CNS(=O)(=O)C=1C=NN(C1)CC=1N=C2N(C=C(C=C2)C2CC2)C1)C N-((6-amino-2,4-dimethylpyridin-3-yl)methyl)-1-((6-cyclopropylimidazo[1,2-a]pyridin-2-yl)methyl)-1H-pyrazole-4-sulfonamide